(R)-N-((S)-1'-(3-bromo-4-Cyano-1H-pyrazolo[3,4-d]pyrimidin-6-yl)-1,3-dihydrospiro[indene-2,4'-piperidin]-1-yl)-2-methyl-Propane-2-sulfinamide BrC1=NNC2=NC(=NC(=C21)C#N)N2CCC1(CC2)[C@@H](C2=CC=CC=C2C1)N[S@](=O)C(C)(C)C